Cl.O=C1NC(CCC1N1C(C2=CC=C(C(=C2C1=O)F)C1(CCNCC1)O)=O)=O 2-(2,6-dioxopiperidin-3-yl)-4-fluoro-5-(4-hydroxypiperidin-4-yl)isoindoline-1,3-dione hydrochloride